(S)-5-methyl-1-(4-((4'-(1-methylpyrrolidin-2-yl)-[1,1'-biphenyl]-4-yl)methyl)phenyl)-1H-pyrazole-3-carboxamide CC1=CC(=NN1C1=CC=C(C=C1)CC1=CC=C(C=C1)C1=CC=C(C=C1)[C@H]1N(CCC1)C)C(=O)N